bis(2-(2-(2-methoxyethoxy)ethoxy)ethyl) monochlorophosphate P(=O)(OCCOCCOCCOC)(OCCOCCOCCOC)Cl